N-((1-(2,4-difluorobenzyl)cyclobutyl)methyl)-1-methyl-5-thioxo-4,5-dihydro-1H-1,2,4-triazole-3-carboxamide FC1=C(CC2(CCC2)CNC(=O)C2=NN(C(N2)=S)C)C=CC(=C1)F